2,6-di-t-butyl-4-methylphenyl-phenyl-pentaerythritol diphosphite OP(O)OP(O)O.C(C)(C)(C)C1=C(C(=CC(=C1)C)C(C)(C)C)C(O)(C(CO)(CO)CO)C1=CC=CC=C1